ClC=1C=CC2=C(C=C(O2)C=2OC(=NN2)SSC(C)C)C1 2-(5-chlorobenzofuran-2-yl)-5-(isopropyldithio)-1,3,4-oxadiazole